(1-(((2-amino-7-(thiophen-2-yl)quinolin-4-yl)oxy)methyl)cyclobutyl)methanol NC1=NC2=CC(=CC=C2C(=C1)OCC1(CCC1)CO)C=1SC=CC1